N1-{1-[4-fluoro-3-(trifluoromethyl)phenyl]cyclobutyl}-2-methylpropane-1,2-diamine FC1=C(C=C(C=C1)C1(CCC1)NCC(C)(N)C)C(F)(F)F